methyl (S)-2-(2,5-difluoro-4-(4,4,5,5-tetramethyl-1,3,2-dioxaborolan-2-yl)benzyl)-1-(oxetan-2-ylmethyl)-1H-benzo[d]imidazole-6-carboxylate FC1=C(CC2=NC3=C(N2C[C@H]2OCC2)C=C(C=C3)C(=O)OC)C=C(C(=C1)B1OC(C(O1)(C)C)(C)C)F